cyanomethane C(#N)C